((1r,4r)-4-(2-(4-chloro-3-fluorophenoxy)-N-methylacetamido)cyclohexyl)carbamic acid tert-butyl ester C(C)(C)(C)OC(NC1CCC(CC1)N(C(COC1=CC(=C(C=C1)Cl)F)=O)C)=O